FC1=C(C(=C2C=NNC2=C1SC)C1=CC=2N(C=C1)N=C(C2)NC(=O)C2CC2)C N-(5-(6-fluoro-5-methyl-7-(methylthio)-1H-indazol-4-yl)pyrazolo[1,5-a]pyridin-2-yl)cyclopropanecarboxamide